C(C(C)C)OC(C(C(C(=O)OCC(C)C)(CCC)CC)(CCC)CC)=O 2,3-diethyl-2,3-dipropylsuccinic acid diisobutyl ester